BrC1=C(C(C(=O)O)=CC(=C1)Br)O 3,5-Dibromosalicylic acid